6-(4-hydroxy-1-piperidyl)-N-[1-[(4-methoxyphenyl)methyl]-5-(5-methyl-1H-benzimidazol-2-yl)pyrazol-3-yl]pyridine OC1CCN(CC1)C1=CC=CCN1C1=NN(C(=C1)C1=NC2=C(N1)C=CC(=C2)C)CC2=CC=C(C=C2)OC